C1(CC1)COC=1C=C(C=C(C1)F)CNC(=O)C=1C(=NC=C(C1)C=1C=CC=2N(N1)C=C(N2)NC(C)=O)OC N-{[3-(cyclopropylmethoxy)-5-fluorophenyl]methyl}-5-{2-acetamidoimidazo[1,2-b]pyridazin-6-yl}-2-methoxypyridine-3-carboxamide